C(C=C)(=O)OCCS(=O)(=O)OC methyl acryloyloxyethyl-sulfonate